5-((3-((7-ethyl-6-oxo-5,6-dihydro-1,5-naphthyridin-3-yl)methyl)-3-azabicyclo[3.1.0]hexan-6-yl)amino)-N,6-dimethylpicolinamide C(C)C=1C(NC=2C=C(C=NC2C1)CN1CC2C(C2C1)NC=1C=CC(=NC1C)C(=O)NC)=O